4-[(tert-butyldiphenylsilyl)oxy]-N-[2-(4-methyl-1,4-diazepan-1-yl)-5-({7-oxo-5-[2-(triisopropylsilyl)ethynyl]-8H-pyrido[2,3-d]pyrimidin-2-yl}amino)phenyl]butanamide [Si](C1=CC=CC=C1)(C1=CC=CC=C1)(C(C)(C)C)OCCCC(=O)NC1=C(C=CC(=C1)NC=1N=CC2=C(N1)NC(C=C2C#C[Si](C(C)C)(C(C)C)C(C)C)=O)N2CCN(CCC2)C